COC1=C(C=CC(=O)N2CCCCC2)C=C2C(=C1)OCO2 2-methoxy-4,5-methylenedioxycinnamoyl-piperidine